1-(5-fluoro-6-(trifluoromethyl)pyridin-3-yl)-3-(isoquinolin-4-yl)-2-oxoimidazolidine-4-carbonitrile FC=1C=C(C=NC1C(F)(F)F)N1C(N(C(C1)C#N)C1=CN=CC2=CC=CC=C12)=O